NC1=NC=C(C=N1)C#CC=1C(=C(C=CC1F)NS(=O)(=O)C=1C=2N(C=C(C1)Cl)C(=CN2)Cl)F N-(3-((2-aminopyrimidin-5-yl)ethynyl)-2,4-difluorophenyl)-3,6-dichloroimidazo[1,2-a]pyridine-8-sulfonamide